COC(C(CCCCCCCCC)C)OC 2-methylundecanal dimethyl acetal